Perfluoro-3,5,7,9,11-pentaoxadodecanoic acid FC(C(=O)O)(OC(OC(OC(OC(OC(F)(F)F)(F)F)(F)F)(F)F)(F)F)F